6-[(dimethylamino)methyl]-4-tetrahydropyran-4-yl-pyridin-2-amine CN(C)CC1=CC(=CC(=N1)N)C1CCOCC1